OC1=C(C(=CC(=C1)OCOC)OCOC)C(\C=C\C1=CC=C(C=C1)I)=O (E)-1-[2-Hydroxy-4,6-bis(methoxymethoxy)phenyl]-3-(4-iodophenyl)prop-2-en-1-one